N1=CC=C(C=C1)NC1=CN=CC2=CC=CC=C12 N-(4-pyridyl)isoquinolin-4-amine